2-(2-(((4-((8-Chloro-7-methylchinolin-2-yl)amino)cyclohexyl)methyl)amino)pyrimidin-5-yl)-2-hydroxy-N-(oxetan-3-yl)acetamid ClC=1C(=CC=C2C=CC(=NC12)NC1CCC(CC1)CNC1=NC=C(C=N1)C(C(=O)NC1COC1)O)C